CC1(OC[C@H](O1)C(=O)N1C[C@@]([C@@H](C1)C1=CC(=C(C=C1)OC)OC1CN(C1)C(C1=CC=CC=C1)C1=CC=CC=C1)(C)[C@@H](C)O)C (1R)-1-[(3S,4S)-1-{[(4S)-2,2-dimethyl-1,3-dioxolan-4-yl]carbonyl}-4-(3-{[1-(diphenylmethyl)azetidin-3-yl]oxy}-4-methoxyphenyl)-3-methylpyrrolidin-3-yl]ethanol